(5Z)-3-methylcyclopentadec-5-en-1-one CC1CC(CCCCCCCCC\C=C/C1)=O